N1(CCNCC1)CCN piperazinylethylamine